tert-butyl 4-(2-(((6-((1S,2S)-2-(3-chlorophenyl)cyclopropane-1-carboxamido)pyrimidin-4-yl)amino)methyl)-6-cyclopropylimidazo[1,2-a]pyridine-8-carbonyl)piperazine-1-carboxylate ClC=1C=C(C=CC1)[C@@H]1[C@H](C1)C(=O)NC1=CC(=NC=N1)NCC=1N=C2N(C=C(C=C2C(=O)N2CCN(CC2)C(=O)OC(C)(C)C)C2CC2)C1